methyl (3R)-1-(5-(4-cyclopropyl-3-fluorophenyl)-2,3-dihydro-1H-inden-1-yl)-pyrrolidine-3-carboxylate C1(CC1)C1=C(C=C(C=C1)C=1C=C2CCC(C2=CC1)N1C[C@@H](CC1)C(=O)OC)F